C(#N)C1=C(C=CC=C1)C=C(C(=O)N)C (2-cyanophenyl)methacrylamide